1-(imidazo[1,2-a]pyrazin-3-ylmethyl)-3-methyl-N-(3-(trifluoromethyl)phenyl)indoline-6-carboxamide N=1C=C(N2C1C=NC=C2)CN2CC(C1=CC=C(C=C21)C(=O)NC2=CC(=CC=C2)C(F)(F)F)C